C1(=CC=CC=C1)N1N=C(C(NC1=O)=O)C#N phenyl-3,5-dioxo-2,3,4,5-tetrahydro-1,2,4-triazine-6-carbonitrile